OC1=C(N2C(C3=CC(=CC=C13)N1CCC(CC1)C1=CC=CC=C1)=NC=N2)C(=O)OC Methyl 6-hydroxy-9-(4-phenylpiperidin-1-yl)-[1,2,4]triazolo[5,1-a]isoquinoline-5-carboxylate